FC(OC1=NC(=C(C=C1N)[N+](=O)[O-])N1CCN(CC1)C)F 2-(difluoromethoxy)-6-(4-methylpiperazin-1-yl)-5-nitro-pyridin-3-amine